C(C)(=O)OC1=C(C(=CC=C1)OS(=O)(=O)C1=CC=C(C)C=C1)C(C)(C)C (p-toluenesulfonyloxy)-t-butylphenyl acetate